S(=O)(=O)(C1=CC=C(C)C=C1)ON=C(C)N N'-(tosyloxy)-acetimidamide